(1R,3S,5R)-2-(2-(3-acetyl-5-(2-methylpyrimidin-5-yl)-1H-pyrazolo[3,4-c]pyridin-1-yl)acetyl)-N-(2-fluoro-3-(trifluoromethyl)phenyl)-5-methyl-2-azabicyclo[3.1.0]hexane-3-carboxamide C(C)(=O)C1=NN(C2=CN=C(C=C21)C=2C=NC(=NC2)C)CC(=O)N2[C@@H]1C[C@@]1(C[C@H]2C(=O)NC2=C(C(=CC=C2)C(F)(F)F)F)C